C(=O)NCC=1N=CC(=NC1)NC=1C=CNN1 5-{[5-(formamidomethyl)pyrazin-2-yl]amino}-2H-pyrazole